FC(CN(C1=NC=2N(C3=CC=C(C=C13)F)C(=NN2)C)C2=C(C(=CC=C2)C#CC2(CC2)C)F)F N-(2,2-difluoroethyl)-7-fluoro-N-[2-fluoro-3-[2-(1-methylcyclopropyl)ethynyl]phenyl]-1-methyl-[1,2,4]triazolo[4,3-a]quinazolin-5-amine